C1(CC1)C1=C(N=C(S1)NC1=C(C(=O)OC)C=C(C=N1)C(F)(F)F)C1=CC=C(C=C1)C=1SC=CC1 methyl 2-(5-cyclopropyl-4-(4-(thiophen-2-yl)phenyl)thiazol-2-ylamino)-5-(trifluoromethyl)nicotinate